[O-]S(=O)(=O)C(F)(F)F.C1(=CC=CC=C1)C(=C[S+]1CCCC1)C1=CC=C(C=C1)F 1-(2-phenyl-2-(4-fluorophenyl)vinyl)tetrahydro-1H-thiophen-1-ium triflate